O(P([O-])(=O)OP(=O)([O-])[O-])CCCCCCCC(C)C isodecyl pyrophosphate